C(#N)C=1C=NC2=CC(=C(C=C2C1N1CCC2(CCN(C2)S(=O)(=O)N)CC1)F)OC 8-(3-cyano-6-fluoro-7-methoxyquinolin-4-yl)-2,8-diazaspiro[4.5]decane-2-sulfonamide